C(C1=CC=CC=C1)OC=1C(=C(C=2C[C@@H](CCC2C1)N(CCCC)C(=O)OCC1=CC=CC=C1)F)NCC(=O)OC(C)(C)C tert-butyl {[(7R)-3-(benzyloxy)-7-{[(benzyloxy)carbonyl](butyl)amino}-1-fluoro-5,6,7,8-tetrahydronaphthalen-2-yl]amino}acetate